tert-butyl (5-bromo-7-(difluoromethyl)benzofuran-2-yl)methylcarbamate BrC=1C=C(C2=C(C=C(O2)CNC(OC(C)(C)C)=O)C1)C(F)F